1,3-BENZENEDICARBOXALDEHYDE C1(=CC(=CC=C1)C=O)C=O